bromo-6-(difluoromethyl)-1-((2-(trimethylsilyl)ethoxy)methyl)-1H-pyrazolo[3,4-b]Pyridine BrC1=NN(C2=NC(=CC=C21)C(F)F)COCC[Si](C)(C)C